C1(=CC=CC=C1)CC(=O)NC1CC(C1)N1C2=NC=NC(=C2N=C1)NC1=CC=C(C=C1)C1CCN(CC1)C1CC2(C1)CCN(CC2)C(=O)OC(C)(C)C Tert-butyl 2-(4-(4-((9-((1s,3s)-3-(2-phenylacetamido)cyclobutyl)-9H-purin-6-yl)amino)phenyl)piperidin-1-yl)-7-azaspiro[3.5]nonane-7-carboxylate